1-benzyl-N5-((1R,2S)-2-(2-hydroxyethyl)cyclopropyl)-N3-methyl-2-oxo-1,2-dihydropyridine-3,5-dicarboxamide C(C1=CC=CC=C1)N1C(C(=CC(=C1)C(=O)N[C@H]1[C@@H](C1)CCO)C(=O)NC)=O